C(C)(C)C1=NOC(=N1)C1CCN(CC1)C=1SC2=NC(=CC=C2N1)C1=CC=C(C=C1)S(=O)(=O)NCCOC 4-(2-(4-(3-isopropyl-1,2,4-oxadiazol-5-yl)piperidin-1-yl)thiazolo[5,4-b]pyridin-5-yl)-N-(2-methoxyethyl)benzenesulfonamide